[4-amino-2-(2-fluoroanilino)-1,3-thiazol-5-yl]{phenyl}methanone NC=1N=C(SC1C(=O)C1=CC=CC=C1)NC1=C(C=CC=C1)F